NC=1N=CC(=NC1C1=CC(=NO1)C)C=1C=C(C=CC1C)C(CO)(C(F)(F)F)O 2-(3-(5-amino-6-(3-methylisoxazol-5-yl)pyrazin-2-yl)-4-methylphenyl)-3,3,3-trifluoropropane-1,2-diol